1-cyclopropyl-7-methoxy-benzimidazole-5-carboxylic acid methyl ester COC(=O)C1=CC2=C(N(C=N2)C2CC2)C(=C1)OC